1H-1,2,4-triazole-1-methylamine N1(N=CN=C1)CN